bromospiro[chromane-4,2'-[1,3]dithiolane] BrC1SC2(SC1)CCOC1=CC=CC=C12